C1(=CC=CC=C1)[C@H](CC(=O)O)NC(=O)[C@H]1CN(CCC1)CCC1=NC=2NCCCC2C=C1 (S)-3-phenyl-3-((R)-1-(2-(5,6,7,8-tetrahydro-1,8-naphthyridin-2-yl)ethyl)piperidine-3-carboxamido)propanoic acid